P(=O)(OC1CCCCC1)(OC1CCCCC1)OC1=C(C=CC=C1)C1=C(C=C(C=C1C(C)C)C(C)C)C(C)C dicyclohexyl [2',4',6'-tris(propan-2-yl) biphenyl-2-yl] phosphate